N-[4-chloro-5-(cyclopropylmethoxy)-2-pyridyl]-6-[(3S)-pyrrolidin-3-yl]oxy-quinazolin-4-amine ClC1=CC(=NC=C1OCC1CC1)NC1=NC=NC2=CC=C(C=C12)O[C@@H]1CNCC1